2,2-difluoro-3-(2,2,7-trifluoro-3-oxo-6-(perfluorophenyl)-2,3-dihydro-4H-benzo[b][1,4]oxazin-4-yl)propanoic acid FC(C(=O)O)(CN1C2=C(OC(C1=O)(F)F)C=C(C(=C2)C2=C(C(=C(C(=C2F)F)F)F)F)F)F